FC1=CC=C(C=C1)N1CC(CC2=CC=CC=C12)CNC(C=C)=O N-((1-(4-fluorophenyl)-1,2,3,4-tetrahydroquinolin-3-yl)methyl)acrylamide